F[B-](F)(F)F.C(C=C)C[SH+]SC Allylmethyl-(methylthio)sulfonium tetrafluoroborate